BrC=1C(=NN2C1N=CC(=C2Cl)C(=O)OCC)C ethyl 3-bromo-7-chloro-2-methylpyrazolo[1,5-a]pyrimidine-6-carboxylate